FC=1C=CC(=NC1)NC(=O)NC=C(C(=O)OCC)C(=O)OCC diethyl 2-[[(5-fluoro-2-pyridyl)carbamoylamino]methylene]propanedioate